(1,1-difluoroethyl)morpholine hydrochloride Cl.FC(C)(F)N1CCOCC1